C1=CC=CC=C2C=CC=CC(=C12)C(=O)N Heptalene-10-carboxamide